7-((4-(methylsulfonyl)benzyl)oxy)-1,2,3,4-tetrahydroisoquinoline CS(=O)(=O)C1=CC=C(COC2=CC=C3CCNCC3=C2)C=C1